N-(4-nitrobenzyl)-1-cyclopropylethylamine [N+](=O)([O-])C1=CC=C(CNC(C)C2CC2)C=C1